methyl 5-chloro-2-(4,4-difluoroazepan-1-yl)-6-methoxynicotinate ClC=1C(=NC(=C(C(=O)OC)C1)N1CCC(CCC1)(F)F)OC